FC(C1=NN=C(O1)C1=CC=C(CN2C=NC(=C2)C2=CC=C(C=C2)NC=2NCCN2)C=C1)F N-(4-(1-(4-(5-(difluoromethyl)-1,3,4-oxadiazol-2-yl)benzyl)-1H-imidazol-4-yl)phenyl)-4,5-dihydro-1H-imidazol-2-amine